ClC1=C(C(=CC=C1)F)NC(=O)C1=CC(=C(C=C1O[C@H](C(F)(F)F)C)C=1SC(=C(N1)C(=O)O)CC)F (S)-2-(4-((2-chloro-6-fluorophenyl)carbamoyl)-2-fluoro-5-((1,1,1-trifluoropropan-2-yl)oxy)phenyl)-5-ethylthiazole-4-carboxylic acid